5-chloro-N-(1,2,3,5,6,7-hexahydros-indacen-4-ylcarbamoyl)-4-(2-hydroxypropan-2-yl)furan-2-sulfonamide ClC1=C(C=C(O1)S(=O)(=O)NC(NC1=C2CCCC2=CC=2CCCC12)=O)C(C)(C)O